CN1N(CCC1)CCNC(CCC(=O)OC1=C(C=CC=C1C(C)C)C(C)C)=O 2,6-diisopropylphenyl 4-((2-(2-methylpyrazolidin-1-yl)ethyl)amino)-4-oxobutanoate